4-[5-(2-aminoethyl)pyrimidin-2-yl]-3-[2-methyl-6-(2-oxopyrrolidin-1-yl)pyrimidin-4-yl]oxybenzonitrile NCCC=1C=NC(=NC1)C1=C(C=C(C#N)C=C1)OC1=NC(=NC(=C1)N1C(CCC1)=O)C